2-(1-(3-propioamidophenyl)-1H-1,2,3-triazol-4-yl)isonicotinic acid C(CC)(=O)NC=1C=C(C=CC1)N1N=NC(=C1)C=1C=C(C(=O)O)C=CN1